2,4,6-trimethylbenzoyl di-phenylphosphinate C1(=CC=CC=C1)P(OC(C1=C(C=C(C=C1C)C)C)=O)(=O)C1=CC=CC=C1